CC1=NN(C2=CC=C(C=C12)C1=CC=C(C=C1)[C@@H]1[C@H](C1)C(NCC1=NC(=NN1)C(C(F)(F)F)(C)C)=O)CC(=O)OC(C)(C)C tert-butyl 2-[3-methyl-5-[4-[(1S,2S)-2-[[3-(2,2,2-trifluoro-1,1-dimethyl-ethyl)-1H-1,2,4-triazol-5-yl]methylcarbamoyl]cyclopropyl]phenyl]indazol-1-yl]acetate